I\C=C/1\CN(C(O1)=O)C1=CC=C(C=C1)OC (Z)-5-(iodomethylene)-3-(4-methoxyphenyl)oxazolidin-2-one